COCCC(=O)NC1(CC1)C1=C(OC2=C1C=C(C=C2)OCC=2C(=NC=CC2)C(F)(F)F)C 3-methoxy-N-[1-(2-methyl-5-{[2-(trifluoromethyl)pyridin-3-yl]methoxy}-1-benzofuran-3-yl)cyclopropyl]propanamide